methyl 5-bromo-2-(tert-butylamino)-6-methylpyridine-3-carboxylate BrC=1C=C(C(=NC1C)NC(C)(C)C)C(=O)OC